1-methylquinolinium iodide [I-].C[N+]1=CC=CC2=CC=CC=C12